1-(1-((2,6-dimethylphenyl)amino)-1-oxobutan-2-yl)pyridin-1-ium bromide [Br-].CC1=C(C(=CC=C1)C)NC(C(CC)[N+]1=CC=CC=C1)=O